4-methylimidazoline CC1CN=CN1